CN(C/C=C/C(=O)NC1=CC=C(C(=O)N)C=C1)C 4-((E)-4-(dimethylamino)but-2-enamido)benzamide